FC=1C(=NC=C(C1C)C)C=O 3-fluoro-4,5-dimethylpyridine-2-carbaldehyde